2-(4-hydroxyphenyl)imidazole OC1=CC=C(C=C1)C=1NC=CN1